FC1=CC=C(C=C1)\N=C(\NC=1SC(=NN1)C)/N1C(SC(=N1)C)C1=CC=C(C=C1)C (Z)-N'-(4-fluorophenyl)-5-methyl-N-(5-methyl-1,3,4-thiadiazol-2-yl)-2-(p-tolyl)-1,3,4-thiadiazole-3(2H)-carboximidamide